2h-thieno[3,2-e]-1,2-thiazine-6-sulfonamide S1NC=CC2=C1SC(=C2)S(=O)(=O)N